C(C)(C)(C)OC(=O)N1CC(C(CC1)=O)C1=NC=C(N=C1)OCC1=CC=CC=C1 3-(5-(benzyloxy)pyrazin-2-yl)-4-oxopiperidine-1-carboxylic acid tert-butyl ester